FC([C@@H](O)C=1N(C=C(N1)I)C12CC(C1)(C2)F)(F)F (S)-2,2,2-trifluoro-1-(1-(3-fluorobicyclo[1.1.1]pentan-1-yl)-4-iodo-1H-imidazol-2-yl)ethanol